NCC(=O)[C@@]12OC(O[C@@H]1C[C@H]1[C@@H]3CCC4=CC(C=C[C@@]4([C@H]3[C@H](C[C@]21C)O)C)=O)CCC (1S,2S,4R,8S,9S,11S,12S,13R)-8-(2-Aminoacetyl)-11-hydroxy-9,13-dimethyl-6-propyl-5,7-dioxapentacyclo[10.8.0.02,9.04,8.013,18]icosa-14,17-dien-16-one